6-{5-chloro-2-[(oxacyclohex-4-yl)amino]pyrimidin-4-yl}-2-[(5-methyl-4H-1,2,4-triazol-3-yl)methyl]-2,3-dihydro-1H-isoindol-1-one ClC=1C(=NC(=NC1)NC1CCOCC1)C1=CC=C2CN(C(C2=C1)=O)CC1=NN=C(N1)C